FC1CN(C1)S(=O)(=O)O 3-fluoroazetidine-1-sulfonic acid